C(CC[C@@H](C(=O)O)NC(=O)C1=CC=C(NCC2=CN=C3N=C(N)NC(=O)C3=N2)C=C1)(=O)OC1([C@H](O)[C@@H](O)[C@H](O)[C@H](O1)CO)C(C)=O folic acid, acetylglucosyl ester